CC(C(=O)O)N(C(CCOCCOCCNC(C(NC(CC)=O)COP(=O)(O)O)=O)=O)C 2,3-dimethyl-4,14,17-trioxo-15-((phosphonooxy)methyl)-7,10-dioxa-3,13,16-triaza-nonadecane-1-oic acid